2-methyl-3,5,6-trifluorobenzyl alcohol CC1=C(CO)C(=C(C=C1F)F)F